C(CCCCC)(=O)SCCNC(CCNC([C@@H](C(COP(OP(OC[C@@H]1[C@H]([C@H]([C@@H](O1)N1C=NC=2C(N)=NC=NC12)O)OP(=O)(O)O)(=O)O)(=O)O)(C)C)O)=O)=O Hexanoyl-coenzyme A